(S)-1-(1-(4-bromophenyl)-2-oxopiperidin-3-yl)-3-(4-(trifluoromethyl)phenyl)urea BrC1=CC=C(C=C1)N1C([C@H](CCC1)NC(=O)NC1=CC=C(C=C1)C(F)(F)F)=O